(R)-4-acryloyl-3-methylphenylpropylamine C(C=C)(=O)C1=C(C=C(C=C1)CCCN)C